((1s,3s)-3-Hydroxy-3-methylcyclobutyl)(7-(imidazo[1,2-a]pyridin-3-yl)-2-azaspiro[3.5]nonan-2-yl)methanon OC1(CC(C1)C(=O)N1CC2(C1)CCC(CC2)C2=CN=C1N2C=CC=C1)C